FC=1C=CC(=NC1)N1CCN(CCC1)C(=O)NC1=NC=C(C=C1)O 4-(5-fluoropyridin-2-yl)-N-(5-hydroxypyridin-2-yl)-1,4-diazacycloheptane-1-carboxamide